C1(CCCC1)OC1=C(NC=2C3=C(N=CN2)SC(=N3)C(=O)NCC3CCNCC3)C=CC(=C1)F 7-[2-(cyclopentoxy)-4-fluoro-anilino]-N-(4-piperidylmethyl)thiazolo[5,4-d]pyrimidine-2-carboxamide